OC=1C(=NC=CC1)C1(C(C=2C(=CC=NC2CC1)C)=O)C 6-(3-hydroxypyridin-2-yl)-4,6-dimethyl-5-oxo-5,6,7,8-tetrahydroquinolin